7-chloro-6-fluoro-4-oxo-1-(1,2,4-thiadiazol-5-yl)-1,4-dihydro-1,8-naphthyridine-3-carboxylic acid ethyl ester C(C)OC(=O)C1=CN(C2=NC(=C(C=C2C1=O)F)Cl)C1=NC=NS1